[Cl-].CO[Si](OC)(OC)CCCC(CC[NH+](C)C)CCCCCCCCCCCCCCC 3-(trimethoxysilylpropyl)dimethyl-octadecyl-ammonium chloride